tert-butyl 2-oxo-4-(tosyloxy)piperidine-1-carboxylate O=C1N(CCC(C1)OS(=O)(=O)C1=CC=C(C)C=C1)C(=O)OC(C)(C)C